ClC1=C(C=CC=C1)C1=C(C=C(C=C1)OC)B(O)O 2-(2-chlorophenyl)-5-methoxyphenylboronic acid